FC1CN(CC1CO)C(=O)[O-] 3-fluoro-4-(hydroxymethyl)pyrrolidine-1-carboxylate